2-(5-(4-Chlorophenyl)thiophen-2-yl)-1-(3,5-dimethylmorpholino)ethan-1-on ClC1=CC=C(C=C1)C1=CC=C(S1)CC(=O)N1C(COCC1C)C